N-(2,2-difluoroethyl)-6-(2-((6-(4-methylpiperazin-1-yl)pyridin-3-yl)amino)-7H-pyrrolo[2,3-d]pyrimidin-5-yl)imidazo[1,2-a]pyridine-3-carboxamide FC(CNC(=O)C1=CN=C2N1C=C(C=C2)C2=CNC=1N=C(N=CC12)NC=1C=NC(=CC1)N1CCN(CC1)C)F